COC=1C=C2CCN3C(C2=CC1OC)=CC(=NC3=O)N(C(C(C)=O)C)C3=C(C=C(C=C3C)C)C 3-({9,10-dimethoxy-4-oxo-6H,7H-pyrimido[4,3-a]isoquinolin-2-yl}(2,4,6-trimethylphenyl)amino)butanone